2-((4-octylphenoxy)methyl)pyridine C(CCCCCCC)C1=CC=C(OCC2=NC=CC=C2)C=C1